OC=1C=C(C(=O)O[C@H]2[C@@H](OC3=CC(=CC(=C3C2)O)O)C2=C(C=C(C(=C2)O)O)F)C=C(C1O)O (2s,3r)-2-(2-fluoro-4,5-dihydroxyphenyl)-5,7-dihydroxychroman-3-yl 3,4,5-trihydroxybenzoate